C(C)(=O)N1N=C2C=CC(=CC2=C1)C1=NC=2C=NC(=NC2N(C1=O)C1=CC=C(C=C1)OC(F)F)OCC 6-(2-acetyl-2H-indazol-5-yl)-8-(4-(difluoromethoxy)phenyl)-2-ethoxypteridin-7(8H)-one